C1=CC=C(C2=NC3=CC=CC=C3C=C12)C(=O)N 4-acridinecarboxamide